C(C)(C)(C)OC(CCOCCOCCOCCOCCOCCNC1=C2C(N(C(C2=CC=C1)=O)C1C(NC(CC1)=O)=O)=O)=O 1-((2-(2,6-dioxopiperidin-3-yl)-1,3-dioxoisoindolin-4-yl)amino)-3,6,9,12,15-pentoxaoctadecane-18-oic acid tert-butyl ester